NC1=C(C#N)C=C(C=C1[N+](=O)[O-])Br 2-amino-5-bromo-3-nitrobenzonitrile